C(C)(C)(C)OC(=O)N1C[C@H]2N(C3=C(OC2)C=C(C=C3)[N+](=O)[O-])CC1 (R)-8-nitro-1,2,4a,5-tetrahydrobenzo[b]pyrazino[1,2-d][1,4]oxazine-3(4H)-carboxylic acid tert-butyl ester